7,4'-dihydroxy-8-methylflavan OC1=CC=C2CCC(OC2=C1C)C1=CC=C(C=C1)O